Pentaerythritol tris[3-(1-aziridinyl)propionate] N1(CC1)CCC(=O)OCC(COC(CCN1CC1)=O)(COC(CCN1CC1)=O)CO